OCC(C)(C)C1=CC=C(C=C1)NC1=NC=C(C(=N1)N[C@H](CO)C1=CC=CC=C1)C(=O)OCC ethyl 2-{[4-(2-hydroxy-1,1-dimethylethyl)phenyl]amino}-4-{[(1S)-2-hydroxy-1-phenylethyl]amino}pyrimidine-5-carboxylate